tert-butyl (R)-3-((4-(methylsulfonyl)phenoxy)methyl)piperidine-1-carboxylate CS(=O)(=O)C1=CC=C(OC[C@H]2CN(CCC2)C(=O)OC(C)(C)C)C=C1